(S)-N-(Benzo[d]thiazol-5-ylmethyl)-N-(4,4-difluorocyclohexyl)-1-((R)-N,4-dimethylphenylsulfonimidoyl)pyrrolidine-2-carboxamide S1C=NC2=C1C=CC(=C2)CN(C(=O)[C@H]2N(CCC2)[S@](=O)(=NC)C2=CC=C(C=C2)C)C2CCC(CC2)(F)F